4-chloro-2-methyl-5-((5-methyl-1-(tetrahydro-2H-pyran-2-yl)-1H-indazol-4-yl)amino)pyridine 1-oxide ClC1=CC(=[N+](C=C1NC1=C2C=NN(C2=CC=C1C)C1OCCCC1)[O-])C